N-{(1R,6S)-2,2-difluoro-6-[4-(propan-2-yl)piperazin-1-yl]cyclohexyl}-4-methyl-4-{5-[(1S,2R)-2-methylcyclopropyl]-1,2,4-oxadiazol-3-yl}piperidine-1-carboxamide FC1([C@@H]([C@H](CCC1)N1CCN(CC1)C(C)C)NC(=O)N1CCC(CC1)(C1=NOC(=N1)[C@@H]1[C@@H](C1)C)C)F